phenyl-N'-(1,3-dimethylbutyl)-p-phenylenediamine C1(=CC=CC=C1)N(C1=CC=C(C=C1)N)C(CC(C)C)C